3-[1H-benzimidazol-2-yl-(5-fluoro-2-hydroxy-phenyl)methyl]-6-[4-(1-methyl-4-piperidyl)phenyl]-5-(trifluoromethyl)quinazolin-4-one N1C(=NC2=C1C=CC=C2)C(N2C=NC1=CC=C(C(=C1C2=O)C(F)(F)F)C2=CC=C(C=C2)C2CCN(CC2)C)C2=C(C=CC(=C2)F)O